2-(3-((3-isopropyl-2-(8-methoxy-[1,2,4]triazolo[1,5-a]pyridin-6-yl)-1H-indol-5-yl)methyl)azetidin-1-yl)acetonitrile C(C)(C)C1=C(NC2=CC=C(C=C12)CC1CN(C1)CC#N)C=1C=C(C=2N(C1)N=CN2)OC